3-fluoro-4-(4-morpholinyl)-aniline FC=1C=C(N)C=CC1N1CCOCC1